2,6-bis(diphenylphosphino)pyridine Methyl-(3S)-7-(6-((tert-butoxycarbonyl)amino)-3-chloro-2-fluorophenyl)-1-hydroxy-5-oxo-1,2,3,5-tetrahydroindolizine-3-carboxylate COC(=O)[C@@H]1CC(C2=CC(=CC(N12)=O)C1=C(C(=CC=C1NC(=O)OC(C)(C)C)Cl)F)O.C1(=CC=CC=C1)P(C1=NC(=CC=C1)P(C1=CC=CC=C1)C1=CC=CC=C1)C1=CC=CC=C1